4-methoxy-N-(3-(4-methoxyphenyl)isothiazol-5-yl)benzamide COC1=CC=C(C(=O)NC2=CC(=NS2)C2=CC=C(C=C2)OC)C=C1